C(C)OC(=O)C1=C(N(C=C1)C[C@H](C)NC(=O)OC(C)(C)C)C (S)-1-(2-((tert-Butoxycarbonyl)amino)propyl)-2-methyl-1H-pyrrole-3-carboxylic acid ethyl ester